ClC1=CC=2N(CN(C(C2C=N1)=O)C=1C(=NC(=CC1)OC)C)C1=C(C=C(C=C1)F)C 7-chloro-1-(4-fluoro-2-methylphenyl)-3-(6-methoxy-2-methylpyridin-3-yl)-2,3-dihydropyrido[4,3-d]pyrimidin-4(1H)-one